9-(2-naphthyl)-10-bromoanthracene C1=C(C=CC2=CC=CC=C12)C=1C2=CC=CC=C2C(=C2C=CC=CC12)Br